CC1=C2C(=CC=3C=4C=C(C=CC4N(C13)C)OCC(=O)OC(C)(C)C)C=NC=C2 tert-butyl 2-((5,6-dimethyl-6H-pyrido[4,3-b]carbazol-9-yl)oxy)acetate